tertButyldimethylchlorosilane C(C)(C)(C)[Si](Cl)(C)C